BrC=1C(=NC=C(N1)Br)N 3,5-dibromopyrazine-2-amine